N,N-dimethyl-4-(trifluoromethyl)benzamide CN(C)C(=O)C1=CC=C(C=C1)C(F)(F)F